trimethylolethane trithioglycolate CC(COC(=O)CS)(COC(=O)CS)COC(=O)CS